COC1=C(C=C(C=N1)N1[C@@H](CCC1)COCC(=O)OCC)C(F)(F)F Ethyl (S)-2-((1-(6-methoxy-5-(trifluoromethyl)pyridin-3-yl)pyrrolidin-2-yl)methoxy)acetate